1-[3-fluoro-3-(fluoromethyl)azetidin-1-yl]ethanone FC1(CN(C1)C(C)=O)CF